ClC(=C)C=C 2-chlorobutadiene